5-methyl-4,7-dihydro-3H-oxathiepine 2,2-dioxide CC=1CCS(OCC1)(=O)=O